BrC1=C(C(=CC=C1)F)N1CCC(CC1)N1C(N(C=2C([C@@H]1C)=CN(N2)C)CC2=C(C=CC=C2)C2CC2)=O (S)-5-[1-(2-bromo-6-fluoro-phenyl)-piperidin-4-yl]-7-(2-cyclopropyl-benzyl)-2,4-dimethyl-2,4,5,7-tetrahydro-pyrazolo[3,4-d]pyrimidin-6-one